C(=O)O.CN(C1CCN(CC1)C1=CC=C2C(=NN=C(C2=C1)N[C@H](C)C=1C(=C(C#N)C=CC1)C)C)C (R)-3-(1-((7-(4-(dimethylamino)piperidin-1-yl)-4-methylphthalazin-1-yl)amino)ethyl)-2-methylbenzonitrile Formate salt